COC=1C=2N(C=C(C1)C=1C=NN(C1C)C1CCNCC1)N=CC2C#N 4-methoxy-6-(5-methyl-1-(piperidin-4-yl)-1H-pyrazol-4-yl)pyrazolo[1,5-a]pyridine-3-carbonitrile